((R)-3-Aminopiperidin-1-yl)(2-(1-(cyclopropylmethyl)-5-fluoro-7-(1-(tetrahydrofuran-2-carbonyl)piperidin-4-yl)-1H-indol-2-yl)-3-methylpyrazolo[1,5-a]pyridin-6-yl)methanone N[C@H]1CN(CCC1)C(=O)C=1C=CC=2N(C1)N=C(C2C)C=2N(C1=C(C=C(C=C1C2)F)C2CCN(CC2)C(=O)C2OCCC2)CC2CC2